C(C1CCCC=C1)C=C(C(=O)N)C tetrahydrobenzyl-methacrylamide